((2S,3S)-7-methyl-2,3-diphenyl-1,4-dioxaspiro[4.4]nonan-7-yl)methanol CC1(CC2(O[C@H]([C@@H](O2)C2=CC=CC=C2)C2=CC=CC=C2)CC1)CO